N-((1H-indazol-6-yl)methyl)-N-(3-methoxybenzyl)-5-((2-(2-(3-methoxyphenoxy)ethoxy)ethoxy)methyl)pyridin-2-amine N1N=CC2=CC=C(C=C12)CN(C1=NC=C(C=C1)COCCOCCOC1=CC(=CC=C1)OC)CC1=CC(=CC=C1)OC